N1(CCC1)C1=CC(=C(C=N1)CN1N=CC(=C1)N)C 1-((6-(Azetidin-1-yl)-4-methylpyridin-3-yl)methyl)-1H-pyrazol-4-amine